4-(3-chloro-2-fluoro-6-methoxyphenyl)-N-(5-(1,1-difluoro-2-(4-methylpiperazin-1-yl)-2-oxoethyl)-1,3,4-thiadiazol-2-yl)-6-methylnicotinamide ClC=1C(=C(C(=CC1)OC)C1=CC(=NC=C1C(=O)NC=1SC(=NN1)C(C(=O)N1CCN(CC1)C)(F)F)C)F